C(#N)C=1C(=NC=CC1)N(S(=O)(=O)C)C N-(3-cyano-2-pyridyl)-N-methyl-methanesulfonamide